C(C)(C)(C)C1CCC(CC1)CC(=O)O.C(C)(=O)OC1CCC(CC1)CCCC p-butylcyclohexyl acetate (4-(tert-butyl) cyclohexyl acetate)